BrC1=CC(=C(CC2=NC3=C(N2[C@@H]2COC[C@@]2(C)COC)C=C(C=C3)C(=O)OC)C=C1F)F Methyl 2-(4-bromo-2,5-difluorobenzyl)-1-((3S,4R)-4-(methoxymethyl)-4-methyltetrahydrofuran-3-yl)-1H-benzo[d]imidazole-6-carboxylate